tert-butyl ((exo-3-(2-(4-(4,4,5,5-tetramethyl-1,3,2-dioxaborolan-2-yl)phenoxy)ethyl)-3-azabicyclo[3.1.0]hexan-6-yl)methyl)carbamate CC1(OB(OC1(C)C)C1=CC=C(OCCN2CC3C(C3C2)CNC(OC(C)(C)C)=O)C=C1)C